N1(CCC1)CCO[C@H]1[C@@H](C1)C(=O)NC1=CC=C2C(=N1)NC=C2C=2C(=NC=CC2OC2CC2)OC (1R,2R)-2-(2-(azetidin-1-yl)ethoxy)-N-(3-(4-cyclopropoxy-2-methoxypyridin-3-yl)-1H-pyrrolo[2,3-b]pyridin-6-yl)cyclopropane-1-carboxamide